3-(5-((4-(5-methylthieno[2,3-d]pyrimidin-4-yl)piperazin-1-yl)methyl)-1-oxoisoindolin-2-yl)piperidine-2,6-dione CC1=CSC=2N=CN=C(C21)N2CCN(CC2)CC=2C=C1CN(C(C1=CC2)=O)C2C(NC(CC2)=O)=O